FC1=C(C(=C(C(=C1F)F)F)F)[B-](C1=C(C(=C(C(=C1F)F)F)F)F)(C1=C(C(=C(C(=C1F)F)F)F)F)C1=C(C(=C(C(=C1F)F)F)F)F.C(C)[NH2+]C1=CC=C(C=C1)CCCCCCCCCCCCCCCCCCC N-ethyl-4-nonadecylanilinium [tetrakis(perfluorophenyl) borate]